3-cyclohexyl-1-phenyl-propane C1(CCCCC1)CCCC1=CC=CC=C1